5-(3-(difluoromethyl)imidazo[1,2-a]pyrimidin-6-yl)-6-fluoro-N-((3S,4R)-3-fluoro-1-(oxetan-3-yl)piperidin-4-yl)-4-methoxypyrrolo[2,1-f][1,2,4]triazin-2-amine FC(C1=CN=C2N1C=C(C=N2)C=2C(=CN1N=C(N=C(C12)OC)N[C@H]1[C@H](CN(CC1)C1COC1)F)F)F